N1N=CC(=C1)C1=C(C=NC=C1)C=1C=C2C=C(N=CC2=C(N1)N)NC(=O)[C@@H]1[C@H](C1)C#N (1S,2S)-N-(6-(4-(1H-pyrazol-4-yl)pyridin-3-yl)-8-amino-2,7-naphthyridin-3-yl)-2-cyanocyclopropanecarboxamide